CN1CC=CC(=C1)N1CCN(CC1)CC1=NC=C2C(=C(C(NC2=C1)=O)C(F)(F)F)C N-methyl-5-(4-((4-methyl-2-oxo-3-(trifluoromethyl)-1,2-dihydro-1,6-naphthyridin-7-yl)methyl)piperazin-1-yl)pyridine